5-(4-((8-fluoro-3-methyl-2-oxo-1,2,3,4-tetrahydroquinazolin-7-yl)methyl)piperazin-1-yl)-6-fluoro-N-methylpyridineamide FC=1C(=CC=C2CN(C(NC12)=O)C)CN1CCN(CC1)C=1C=CC(=NC1F)C(=O)NC